OC1CN(CC1)C(C)=O 1-(3-hydroxypyrrolidin-1-yl)ethanone